COC(COC=1C=C2C(N(C(C2=CC1)=O)C1C(NC(CC1)=O)=O)=O)OC 5-(2,2-dimethoxyethoxy)-2-(2,6-dioxopiperidin-3-yl)isoindole-1,3-dione